5-[(3S)-5-fluoro-3-({[1-(fluoromethyl)cyclopropyl]methyl}amino)-7-hydroxy-3,4-dihydrO-2H-1-benzothiopyran-6-yl]-1λ6,2,5-thiadiazolidine-1,1,3-trione FC1=C(C(=CC2=C1C[C@@H](CS2)NCC2(CC2)CF)O)N2CC(NS2(=O)=O)=O